N-(4-(1-aminopropyl)pyrimidin-2-yl)cyclopropanesulfonamide NC(CC)C1=NC(=NC=C1)NS(=O)(=O)C1CC1